(2S)-4,4-difluoro-2-methyl-pyrrolidine FC1(C[C@@H](NC1)C)F